N-[(1S)-5-[2-(2-aminopyridin-3-yl)-5-(1H-pyrazol-3-yl)imidazo[4,5-b]pyridin-3-yl]-2,3-dihydro-1H-inden-1-yl]-3-(1,3-dioxolan-2-yl)-4-[(4-methoxyphenyl)methoxy]benzamide NC1=NC=CC=C1C1=NC=2C(=NC(=CC2)C2=NNC=C2)N1C=1C=C2CC[C@@H](C2=CC1)NC(C1=CC(=C(C=C1)OCC1=CC=C(C=C1)OC)C1OCCO1)=O